COC(=O)C1=CC=C(C=C1)C1NCCN(C1=O)C 2-(4-(methoxycarbonyl)phenyl)-4-methyl-3-oxopiperazine